N-(4-bromophenyl)-4-methoxy-aniline BrC1=CC=C(C=C1)NC1=CC=C(C=C1)OC